CC1(OB(OC1(C)C)C1=CC=2C(=NON2)C=C1)C 5-(4,4,5,5-tetramethyl-1,3,2-dioxaborolan-2-yl)benzo[c][1,2,5]oxadiazole